1,4-Bis-(hydroxymethyl)cyclohexan OCC1CCC(CC1)CO